COC1=C(C=C2C(=C1)[C@]34CC[N+]5([C@H]3C[C@@H](/C(=C\\CO)/C5)C6=CCC(=O)N2[C@H]46)[O-])OC The molecule is a monoterpenoid indole alkaloid with formula C23H26N2O5, originally isolated from the seeds of Strychnos nux-vomica. It has a role as a plant metabolite. It is a delta-lactam, a monoterpenoid indole alkaloid, an olefinic compound, an organic heterohexacyclic compound, a primary alcohol, an aromatic ether and a tertiary amine oxide.